1-(3-(2-(3-methoxyoxetan-3-yl)thiazol-5-yl)-7-methyl-2-(3-methylisoxazol-4-yl)quinolin-5-yl)ethan-1-ol Tungsten [W].COC1(COC1)C=1SC(=CN1)C=1C(=NC2=CC(=CC(=C2C1)C(C)O)C)C=1C(=NOC1)C